C1(CC1)OCC(=O)C1=CC(=CC=C1)OC(F)F 2-cyclopropoxy-1-(3-(difluoromethoxy)phenyl)ethan-1-one